2-[7-[1-(2-hydroxyethyl)-3-piperidyl]-1,8-naphthyridin-2-yl]-3,5-dimethyl-phenol OCCN1CC(CCC1)C1=CC=C2C=CC(=NC2=N1)C1=C(C=C(C=C1C)C)O